(7-amino-2-(tert-butoxycarbonyl)-1-oxoisoindolin-4-yl)boronic acid NC=1C=CC(=C2CN(C(C12)=O)C(=O)OC(C)(C)C)B(O)O